BrC1=NN(C=C1)CCCN1CCCC1 3-bromo-1-(3-pyrrolidin-1-ylpropyl)pyrazole